2-((1r,3r)-3-(3-(6-(1-methyl-1H-pyrazol-4-yl)pyrrolo[1,2-b]pyridazin-4-yl)-3,8-diazabicyclo[3.2.1]oct-8-yl)cyclobutyl)acetonitrile CN1N=CC(=C1)C=1C=C2N(N=CC=C2N2C[C@H]3CCC(C2)N3C3CC(C3)CC#N)C1